NC1=C(C(=NN1C1=NC=CC=N1)C(F)(F)F)C1=CCC(CC1)C(C)=O 1-[4-[5-amino-1-pyrimidin-2-yl-3-(trifluoromethyl)pyrazol-4-yl]cyclohex-3-en-1-yl]ethanone